ethyl (S)-3-(benzyl((R)-1-phenylethyl)amino)-3-(2',4'-dimethoxybiphenyl-3-yl)propanoate C(C1=CC=CC=C1)N([C@@H](CC(=O)OCC)C=1C=C(C=CC1)C1=C(C=C(C=C1)OC)OC)[C@H](C)C1=CC=CC=C1